1-(4-chloro-2-methyl-5-nitro-phenyl)-3-[(1S)-1-(2-pyrimidin-2-yl-1,2,4-triazol-3-yl)ethyl]urea ClC1=CC(=C(C=C1[N+](=O)[O-])NC(=O)N[C@@H](C)C=1N(N=CN1)C1=NC=CC=N1)C